OC1CCC(CC1)NC1=C(C#N)C=CC(=C1)N1C=CC2=C1N=CN=C2NC2=CC=C(C=C2)OC2=CC=CC=C2 2-(((1r,4r)-4-hydroxycyclohexyl)amino)-4-(4-((4-phenoxyphenyl)amino)-7H-pyrrolo[2,3-d]pyrimidin-7-yl)benzonitrile